(1-hydroxy-1H-pyrazol-4-yl)-3-(4-methoxybenzyl)-2,3-dihydroquinazolin-4(1H)-one ON1N=CC(=C1)N1CN(C(C2=CC=CC=C12)=O)CC1=CC=C(C=C1)OC